ClC1=CC(=C(C=C1)CC(COC1OCCCC1)=O)C 1-(4-chloro-2-methylphenyl)-3-[(oxan-2-yl)oxy]propan-2-one